trans-3-octadecene-1,2-dicarboxylic acid C(C(\C=C\CCCCCCCCCCCCCC)C(=O)O)C(=O)O